3-fluoro-5-(2,2,2-trifluoro-ethoxy)benzene FC=1C=CC=C(C1)OCC(F)(F)F